OC1=CC=C2C(C(COC2=C1)C1=CC=CC=C1)C1=CC=C(C=C1)N1CCC(CC1)N(C)CC1=CC=C(N=N1)N1C(NC(CC1)=O)=O 1-(6-(((1-(4-(7-hydroxy-3-phenylchroman-4-yl)phenyl)piperidin-4-yl)(methyl)amino)methyl)pyridazin-3-yl)dihydropyrimidine-2,4(1H,3H)-dione